1-((S)-4-(7-(3-hydroxynaphthalen-1-yl)-2-(((R)-1-methylpyrrolidin-2-yl)methoxy)-5,6,7,8-tetrahydropyrido[3,4-d]pyrimidin-4-yl)-3-methylpiperazin-1-yl)prop-2-en-1-one OC=1C=C(C2=CC=CC=C2C1)N1CC=2N=C(N=C(C2CC1)N1[C@H](CN(CC1)C(C=C)=O)C)OC[C@@H]1N(CCC1)C